6-(2-(3-Fluorophenyl)-5,6-dihydro-4H-pyrrolo[1,2-b]pyrazol-3-yl)-1H-indazole FC=1C=C(C=CC1)C=1C(=C2N(N1)CCC2)C2=CC=C1C=NNC1=C2